ClC1=CC=C(C=C1)C1N=C(C=2N(C1)C=CC2)C2=CC(=C(C(=C2)OC)OC)OC (4-chlorophenyl)-1-(3,4,5-trimethoxyphenyl)-3,4-dihydropyrrolo[1,2-a]pyrazine